2,6-dichloro-N-(4-(2-(4-chlorophenyl)but-3-yn-2-yl)thiazol-2-yl)-4-(piperazin-1-yl)benzamide ClC1=C(C(=O)NC=2SC=C(N2)C(C)(C#C)C2=CC=C(C=C2)Cl)C(=CC(=C1)N1CCNCC1)Cl